N-(3-fluoro-2-(methoxymethyl)benzyl)-4-(5-methyl-2-((1-methyl-1H-pyrazol-5-yl)amino)pyrimidin-4-yl)oxazole-2-carboxamide FC=1C(=C(CNC(=O)C=2OC=C(N2)C2=NC(=NC=C2C)NC2=CC=NN2C)C=CC1)COC